NC=1C=C(C=CC1)C(C)O 1-(3-aminophenyl)ethanol